(5-chloro-4-[(6S)-6-(methoxymethyl)-5-oxa-8-azaspiro[3.5]nonan-8-yl]pyrimidin-2-ylamino)benzene-sulfonamide ClC=1C(=NC(=NC1)NC1=C(C=CC=C1)S(=O)(=O)N)N1C[C@H](OC2(CCC2)C1)COC